4-(((1s,3s)-3-hydroxycyclopentyl)amino)-N-((R)-1-(2-methyl-3-(trifluoromethyl)phenyl)ethyl)-6-oxo-1-(tetrahydro-2H-pyran-4-yl)-1,6-dihydropyridine-3-carboxamide O[C@@H]1C[C@H](CC1)NC=1C(=CN(C(C1)=O)C1CCOCC1)C(=O)N[C@H](C)C1=C(C(=CC=C1)C(F)(F)F)C